(3S,4R)-4-amino-2,2-dimethyl-6-vinylchroman-3-ol N[C@H]1[C@@H](C(OC2=CC=C(C=C12)C=C)(C)C)O